2-{[1,3-dihydroxy-2-(hydroxy-methyl)propan-2-yl]amino}ethanesulfonic acid OCC(CO)(CO)NCCS(=O)(=O)O